CN1N=NC(=C1NC(O[C@H](C)C=1C(=NC=CC1)Cl)=O)C1=NC=C(C=C1)C(NC12CC(C1)(C2)C(F)(F)F)=O (R)-1-(2-chloro-pyridin-3-yl)ethyl (1-methyl-4-(5-((3-(trifluoro-methyl)bicyclo-[1.1.1]pentan-1-yl)carbamoyl)-pyridin-2-yl)-1H-1,2,3-triazol-5-yl)carbamate